C(C)[Ta]NC ethylmethylaminotantalum